6-tert-butyl-10-methoxy-2-oxo-9-[2-(pyrrolidin-1-yl)pyrimidin-5-yl]-6,7-dihydro-2H-pyrido[2,1-a]Isoquinoline-3-carboxylic acid ethyl ester C(C)OC(=O)C=1C(C=C2N(C(CC3=CC(=C(C=C23)OC)C=2C=NC(=NC2)N2CCCC2)C(C)(C)C)C1)=O